2-oxazolidine C1COC(=O)N1